C(=C)S(=O)(=O)N([C@@H](CCCCN)C(=O)O)S(=O)(=O)C=C bis-(vinylsulfonyl)-lysine